ClC1=C2C[C@H](OC(C2=C(C(=C1)C(=O)NC(C(=O)O)CC1=CC=CC=C1)O)=O)C 2-[[(3R)-5-chloro-8-hydroxy-3-methyl-1-oxo-3,4-dihydroisochromene-7-carbonyl]amino]-3-phenylpropanoic acid